C(CC)(=O)OC1=CC=C(C=C1)C(C)(C)OO 4-(2-hydroperoxypropane-2-yl)-phenyl propionate